2-(4-Nitropyridin-3-yl)malononitrile [N+](=O)([O-])C1=C(C=NC=C1)C(C#N)C#N